(3-Amino-1-methyl-1H-pyrazol-4-ylmethyl)-[1-(2-fluoro-6-methyl-phenyl)-azepan-4-yl]-amine NC1=NN(C=C1CNC1CCN(CCC1)C1=C(C=CC=C1C)F)C